Cyclohexoxycarbonyloxymethyl (1aR,7bS)-5-fluoro-2-hydroxy-1a,7b-dihydro-1H-cyclopropa[c][1,2]benzoxaborinine-4-carboxylate FC1=C(C2=C([C@@H]3[C@H](B(O2)O)C3)C=C1)C(=O)OCOC(=O)OC1CCCCC1